OC1(CCC(CC1)NC(OC(C)(C)C)=O)CO tert-butyl (4-hydroxy-4-(hydroxylmethyl)cyclohexyl)carbamate